Cl.NCCCCNC(C1=C(C=C(C=C1)NC=1C=2N(C=CN1)C(=CN2)C2=C(C(=C(C=C2)OC)F)F)CC)=O N-(4-aminobutyl)-4-((3-(2,3-difluoro-4-methoxyphenyl)imidazo[1,2-a]pyrazin-8-yl)amino)-2-ethylbenzamide hydrochloride